4-nitrophenyl-chalcone methyl-2-benzoyl-benzoate COC(C1=C(C=CC=C1)C(C1=CC=CC=C1)=O)=O.[N+](=O)([O-])C1=CC=C(C=C1)C1=C(C=CC=C1)\C=C\C(=O)C1=CC=CC=C1